(R)-5-Ethyl-5-methylpyrrolidin-2-one C(C)[C@@]1(CCC(N1)=O)C